BrC=1C=C(C=C2C(N(C(=NC12)Cl)C1CC1)=O)C 8-bromo-2-chloro-3-cyclopropyl-6-methylquinazolin-4(3H)-one